(7-(1H-indazol-6-yl)pyrazolo[1,5-a]pyridin-3-yl)(piperidin-1-yl)methanone N1N=CC2=CC=C(C=C12)C1=CC=CC=2N1N=CC2C(=O)N2CCCCC2